ClC1=CC(=C(C=C1)C=1C2=C(N=C(N1)[C@H]1C[C@@H](OCC1)C=1C=NN(C1)C)N=C(C(=C2)C)C)F 4-(4-chloro-2-fluorophenyl)-6,7-dimethyl-2-((2r,4r)-2-(1-methyl-1H-pyrazol-4-yl)tetrahydro-2H-pyran-4-yl)pyrido[2,3-d]pyrimidine